9-methylpurine CN1C2=NC=NC=C2N=C1